COCCOC(=O)[C@@H]1O[C@]([C@H]([C@H]1C1=C(C(=C(C=C1)F)F)OCCOC)C)(C(F)(F)F)C |r| rac-(2r,3s,4s,5r)-3-(3,4-difluoro-2-(2-methoxyethoxy)phenyl)-4,5-dimethyl-5-(trifluoromethyl)tetrahydrofuran-2-carboxylic acid 2-methoxyethyl ester